2-Ethyl-6-hydroxy-3,4-dihydroisoquinolin-1(2H)-one C(C)N1C(C2=CC=C(C=C2CC1)O)=O